BrC1=CC=2C(C3=CC(=CC=C3C2C=C1)Br)(CCCCCCCCCCCC)CCCCCCCCCCCC 2,7-dibromo-9,9-di-n-dodecylfluorene